[O-2].[Mn+2].[Ni+2].[Li+].[Ti+4] titanium lithium nickel manganese oxide